C1(OC(CN)O1)=O 7-(2-aminoethyl-1-yl) carbonate